NC=1N=C(C=C2C=C(N=CC12)NC(=O)[C@H]1[C@@H](C1)C(F)(F)F)Cl |r| (+-)-trans-N-(8-amino-6-chloro-2,7-naphthyridin-3-yl)-2-(trifluoromethyl)cyclopropanecarboxamide